(3S,4S) or (3R,4R)-4-[4-(6-chloro-2-{[1-methyl-3-(trifluoromethyl)-1H-pyrazol-5-yl]amino}quinazolin-7-yl)piperidin-1-yl]-4-methyloxolan-3-ol ClC=1C=C2C=NC(=NC2=CC1C1CCN(CC1)[C@@]1([C@@H](COC1)O)C)NC1=CC(=NN1C)C(F)(F)F |o1:17,18|